ClC1=C(C=CC(=C1)OCCN1CCNCC1)C=1N(C2=NC=NC(=C2N1)OC1(CC1)C)CC1=NC=CC(=C1F)C 8-(2-chloro-4-(2-(piperazin-1-yl)ethoxy)phenyl)-9-((3-fluoro-4-methylpyridin-2-yl)methyl)-6-(1-methylcyclopropoxy)-9H-purine